N-(3-chloro-4-(methylsulfinyl)phenyl)-1-(1-oxo-1,2-dihydroisoquinolin-5-yl)-5-(trifluoromethyl)-1H-pyrrole-4-carboxamide ClC=1C=C(C=CC1S(=O)C)NC(=O)C=1C=CN(C1C(F)(F)F)C1=C2C=CNC(C2=CC=C1)=O